mesyl phosphorinidate P1=[C-]C(=CC=C1)C(=O)OS(=O)(=O)C